CC(C)OP(O)(O)=O phosphoric mono(1-methylethyl) ester